(E)-2-((3,5-dichloro-4-((5-isopropyl-1-methyl-6-oxo-1,6-dihydropyridazin-3-yl)oxy)phenyl)(methyl)amino)-N'-hydroxyacetimidamide ClC=1C=C(C=C(C1OC1=NN(C(C(=C1)C(C)C)=O)C)Cl)N(C/C(/N)=N\O)C